C(C1=CC=CC=C1)(=O)C1=C(C=CC=C1)SC1=CC=C(C=C1)C(C(C)(S(=O)(=O)C1=CC=C(C=C1)C)C)=O 1-{4-[benzoylphenylthio]phenyl}-2-methyl-2-(4-methylphenylsulphonyl)-propan-1-one